2-[1-[2-(4,4-Dimethyl-1-piperidyl)-6-methyl-4-oxo-chromen-8-yl]ethylamino]benzenesulfonic acid CC1(CCN(CC1)C=1OC2=C(C=C(C=C2C(C1)=O)C)C(C)NC1=C(C=CC=C1)S(=O)(=O)O)C